OC1=C(C=CC(=C1)C(F)(F)F)C1=C2C(=C(N=N1)N1C[C@@H](C([C@@H](C1)C)(O)C)C)N=CC=C2 (3s,4s,5r)-1-(5-(2-hydroxy-4-(trifluoromethyl)phenyl)pyrido[2,3-d]pyridazin-8-yl)-3,4,5-trimethylpiperidin-4-ol